FC1=C(N)C(=CC(=C1)C=1[Se]C2=C(N1)C=C(C=C2)F)C 2-fluoro-4-(5-fluorobenzselenazol-2-yl)-6-methylaniline